O1CC(CC1)CNC(CCCCCCCC(=O)OCCC(CCCCC)CCCCC)CCCCCCCC(=O)OCCC(CCCCC)CCCCC bis(3-pentyloctyl) 9-(((tetrahydrofuran-3-yl)methyl)amino)heptadecanedioate